trimethyl-6-isoquinolinamine CC1=C(N=C(C2=CC=C(C=C12)N)C)C